FC=CCCC Fluoro-1-pentene